COC([C@H](C[C@@H](C(=O)OC)OC=1C(=NC=CC1)[N+](=O)[O-])NC(=O)OC(C)(C)C)=O.C(C)(C)(C)C1N(CCN(C1)C(C)(C)C)C=1C(=NC=C(C1)Br)[N+](=O)[O-] tert-Butyl-1-(5-bromo-2-nitropyridin-3-yl)-4-(tert-butyl)piperazine dimethyl-(2S,4S)-2-((tert-butoxycarbonyl)amino)-4-((2-nitropyridin-3-yl)oxy)pentanedioate